FC(C=1C=C(C=CC1)CCCO)(F)F 3-(3-trifluoromethylphenyl)propanol